methyl 3-(hydroxymethyl)-4-methyl-1-((2-(trimethylsilyl) ethoxy) methyl)-1H-pyrazole-5-carboxylate OCC1=NN(C(=C1C)C(=O)OC)COCC[Si](C)(C)C